6-(2-Methyl-2H-indazol-5-yl)-2-(2-methylpiperidin-4-yl)-1,3-benzothiazol-Hydrochlorid Cl.CN1N=C2C=CC(=CC2=C1)C1=CC2=C(N=C(S2)C2CC(NCC2)C)C=C1